(3R,4S)-4-(3-(methoxy-d3)phenyl)-3-((methyl(methyl-d3)amino)methyl)-1-(2-(2,4,5-trifluorophenyl)acetyl)piperidin-4-ylbenzoate C(OC=1C=C(C=CC1)[C@]1([C@@H](CN(CC1)C(CC1=C(C=C(C(=C1)F)F)F)=O)CN(C([2H])([2H])[2H])C)OC(C1=CC=CC=C1)=O)([2H])([2H])[2H]